N-(2,5-dimethylbenzyl)pyridine-2-amine CC1=C(CNC2=NC=CC=C2)C=C(C=C1)C